FC(C1=CC(=NC(=C1)C(F)(F)F)N1[C@@H](CCC1)C(=O)O)(F)F (S)-1-(4,6-bis(trifluoromethyl)pyridin-2-yl)pyrrolidine-2-carboxylic acid